(5R,6aR)-5-hydroxy-3-(trifluoromethyl)-5,6,6a,7,9,10-hexahydro-8H-pyrazino[1,2-a][1,8]naphthyridin O[C@@H]1C[C@H]2N(C=3N=CC(=CC13)C(F)(F)F)CCNC2